FC1=CN=C2N1N=C(C=C2[C@@H]2[C@H](C2)C=2C=C1C=NN(C1=CC2)CC(F)(F)F)C=2C(NC(NC2)=O)=O 5-(3-fluoro-8-((1S,2S)-2-(1-(2,2,2-trifluoroethyl)-1H-indazol-5-yl)cyclopropyl)imidazo[1,2-b]pyridazin-6-yl)pyrimidine-2,4(1H,3H)-dione